tert-Butyl(1-(2-Chlorophenyl)cyclopropyl)carbamate C(C)(C)(C)OC(NC1(CC1)C1=C(C=CC=C1)Cl)=O